CC=1C(=C(C=C(C1)C(F)(F)F)O)C=1C=NC=2C(N1)=NN(C2)[C@]2(COCC2)C |o1:21| (R or S)-3-methyl-2-(2-(3-methyltetrahydrofuran-3-yl)-2H-pyrazolo[3,4-b]pyrazin-6-yl)-5-(trifluoromethyl)phenol